(S)-N-(5-(5-(1-acryloylpiperidin-3-yl)-1,2,4-oxadiazol-3-yl)pyridin-2-yl)-6-(1-((1-(trifluoromethyl)cyclopropyl)methyl)-1H-pyrazol-4-yl)picolinamide C(C=C)(=O)N1C[C@H](CCC1)C1=NC(=NO1)C=1C=CC(=NC1)NC(C1=NC(=CC=C1)C=1C=NN(C1)CC1(CC1)C(F)(F)F)=O